tert-butyl (3-(7-carbamoyl-5,6-difluoro-2,3-dimethyl-1H-indol-4-yl)cyclohexyl)carbamate C(N)(=O)C=1C(=C(C(=C2C(=C(NC12)C)C)C1CC(CCC1)NC(OC(C)(C)C)=O)F)F